C(CCC)[Si](OCC)(CCCC)CCCC Trin-butyl-monoethoxysilan